1-(4-(Morpholinomethyl)phenyl)hydrazine-1-carboxylic acid tert-butyl ester C(C)(C)(C)OC(=O)N(N)C1=CC=C(C=C1)CN1CCOCC1